methyl 2-hydroxy-4,8-dioxo-2-(trifluoromethyl)-8-[4-[5-(trifluoromethyl)pyrimidin-2-yl]piperazin-1-yl]octanoate OC(C(=O)OC)(CC(CCCC(N1CCN(CC1)C1=NC=C(C=N1)C(F)(F)F)=O)=O)C(F)(F)F